C(C)NC(=O)ONC(=O)OCC ethyl(oxycarbonylamino) ethanecarbamate